4-(8-methoxy-3-quinolylamino)-2-{3-methoxy-4-[(1s,3s)-3-(dimethylamino)cyclobutoxy]phenylamino}pyrimidine COC=1C=CC=C2C=C(C=NC12)NC1=NC(=NC=C1)NC1=CC(=C(C=C1)OC1CC(C1)N(C)C)OC